ClC1=C(C=CC=C1)C1=C2N(C(=NC1=O)NCCS(=O)(=O)C)C=CC(=C2)C(F)(F)F 4-(2-Chlorophenyl)-1-(2-methanesulfonylethylamino)-6-(trifluoromethyl)-3H-pyrido[1,2-c]pyrimidin-3-one